tert-butyl 8-chloro-6-(2-methoxy-2-oxoethyl)-3,4-dihydro-1H-isoquinoline-2-carboxylate ClC=1C=C(C=C2CCN(CC12)C(=O)OC(C)(C)C)CC(=O)OC